OCC1=C(C(=CC(=C1)C)C)O hydroxymethyl-4,6-dimethylphenol